3-iodo-5-nitro-4-propoxy-1-tosyl-1H-pyrrolo[2,3-b]pyridine IC1=CN(C2=NC=C(C(=C21)OCCC)[N+](=O)[O-])S(=O)(=O)C2=CC=C(C)C=C2